5-{3-[(3,5-dimethylphenyl)methyl]-1,2,4-oxadiazol-5-yl}-1-(propan-2-yl)-1H-1,2,3-benzotriazole CC=1C=C(C=C(C1)C)CC1=NOC(=N1)C1=CC2=C(N(N=N2)C(C)C)C=C1